2,3-dichloro-5,6-dimethyl-pyrazine ClC1=NC(=C(N=C1Cl)C)C